4-ethyl-4-methyl-6-(trifluoromethyl)-2,3-dihydroisoquinolin-1-one C(C)C1(CNC(C2=CC=C(C=C12)C(F)(F)F)=O)C